O=C1N(C(C2=CC=CC=C12)=O)CCCCN1C(=NN(C1=O)C)C=1C=C(O[C@H]2C[C@H](N(C2)C(=O)OC(C)(C)C)C(=O)OC)C=CC1 O1-tert-butyl O2-methyl (2S,4S)-4-[3-[4-[4-(1,3-dioxoisoindolin-2-yl)butyl]-1-methyl-5-oxo-1,2,4-triazol-3-yl]phenoxy]pyrrolidine-1,2-dicarboxylate